O.[Fe].[P] phosphorus iron water